(Z)-1-(3,4-dimethoxybenzyl)-3-((3,5-dimethyl-1H-pyrrol-2-yl)methylene)-5-nitro-2-indolone COC=1C=C(CN2C(\C(\C3=CC(=CC=C23)[N+](=O)[O-])=C/C=2NC(=CC2C)C)=O)C=CC1OC